FC=1C(=C(C=C(C1)CC(C)C)N1C[C@H]2C([C@H]2C1)CN1NC(CC=C1)=O)C=1N=NNN1 1-(((1r,5s,6r)-3-(3-fluoro-5-isobutyl-2-(2H-tetrazol-5-yl)phenyl)-3-azabicyclo[3.1.0]hexane-6-yl)-methyl)pyridazin-3(2H)-one